4-[2-(5-chloroindan-1-yl)-2,7-diazaspiro[3.5]nonan-7-yl]-N-[3-nitro-4-(tetrahydropyran-4-ylmethylamino)phenyl]sulfonyl-2-(1H-pyrrolo[2,3-b]pyridin-5-yloxy)benzamide ClC=1C=C2CCC(C2=CC1)N1CC2(C1)CCN(CC2)C2=CC(=C(C(=O)NS(=O)(=O)C1=CC(=C(C=C1)NCC1CCOCC1)[N+](=O)[O-])C=C2)OC=2C=C1C(=NC2)NC=C1